N1=C(C=CC=C1)C(=O)O.[B] boron pyridinecarboxylic acid